C(=O)O.NC1=NN=C(C2=CC(=CC=C12)C=1C=C(C=CC1CC)B(O)O)C [3-(1-amino-4-methylphthalazin-6-yl)-4-ethylphenyl]boronic acid formate